BrC=1C=C(C2=C(N(C(N2)=O)C=2SC(=NN2)C(F)F)C1)N1CCN(CC1)C(=O)OC(C)(C)C tert-butyl 4-(6-bromo-1-(5-(difluoromethyl)-1,3,4-thiadiazol-2-yl)-2-oxo-2,3-dihydro-1H-benzo[d]imidazol-4-yl)piperazine-1-carboxylate